Methyl 2-(1,4-dioxo-3H-[1,2,4]triazino[4,5-a]indol-2-yl)acetate O=C1N(NC(N2C1=CC=1C=CC=CC21)=O)CC(=O)OC